[Cu+2].CN1CCN(CCN(CC1)C)C 1,4,7-trimethyl-1,4,7-triazacyclononane copper (II)